4-((3-(1-methyl-1H-pyrazol-4-yl)pyridine-4-yl)oxy)aniline CN1N=CC(=C1)C=1C=NC=CC1OC1=CC=C(N)C=C1